CN1N=C(C=C1C(=O)O)C=1N=C(SC1)C 1-methyl-3-(2-methylthiazol-4-yl)-1H-pyrazole-5-carboxylic acid